OCCOC1=C(C=C(C=C1Br)C(C)(C)C1=CC(=C(C(=C1)Br)OCCO)Br)Br 2,2-bis(4-hydroxyethoxy-3,5-dibromophenyl)propane